oxo-4,5-dihydro-1H-pyrazole-4-carboxamide O=C1C(C=NN1)C(=O)N